ethyl (3R)-3-(5-bromo-2-nitro-anilino)-3-[2-chloro-6-(difluoromethoxy)phenyl]propanoate BrC=1C=CC(=C(N[C@H](CC(=O)OCC)C2=C(C=CC=C2OC(F)F)Cl)C1)[N+](=O)[O-]